C(C)(=O)OC1=CC=C(C=CCOCC=CC2=CC=C(C=C2)OC(C)=O)C=C1 Bis(4-acetoxycinnamyl) ether